N[C@@H](C)C(=O)OCC1=CC(=CC(=C1)[N+](=O)[O-])[N+](=O)[O-] 3,5-dinitrobenzyl L-alaninate